NC1=NC(=CC(=C1)NC(CCO)CCC)CC1=CC=C(C=C1)CN1CCCC1 2-Amino-4-((1-hydroxyhexan-3-yl)amino)-6-(4-(pyrrolidin-1-ylmethyl)benzyl)pyridine